C1(CC1)C=1N=NN(C1)[C@H](C(=O)N1[C@@H](C[C@H](C1)O)C(=O)NCC1=C(N=C(O1)C(C)C)C)C(C)(C)C (2S,4R)-1-[(2S)-2-(4-cyclopropyltriazol-1-yl)-3,3-dimethyl-butanoyl]-4-hydroxy-N-[(2-isopropyl-4-methyl-oxazol-5-yl)methyl]pyrrolidine-2-carboxamide